FC1(C(C=2C(=CN(C2CC1)C1=CC(=CC(=C1)O)F)C(F)(F)F)O)F 5,5-difluoro-1-(3-fluoro-5-hydroxyphenyl)-3-(trifluoromethyl)-4,5,6,7-tetrahydro-1H-indol-4-ol